methyl-5-benzyl-3-((1-isopropyl-3-(pyridin-3-yl)-1H-pyrazole-5-carboxamido)methyl)-4,5-dihydroisoxazole CC1C(=NOC1CC1=CC=CC=C1)CNC(=O)C1=CC(=NN1C(C)C)C=1C=NC=CC1